FC1=CC=C(C=C1)C1=NN2C(CN(CC2)C)=C1C1=CC(=NC=C1)CC=1OC=CN1 2-((4-(2-(4-fluorophenyl)-5-methyl-4,5,6,7-tetrahydropyrazolo[1,5-a]pyrazin-3-yl)pyridin-2-yl)methyl)oxazole